N-Bromosaccharin C1=CC=C2C(=C1)C(=O)N(S2(=O)=O)Br